FC1(CC(C1)[C@@H]1[C@H](C1)C=1C=2N(N=C(C1)C=1C(NC(NC1)=O)=O)C=CN2)F 5-(8-((1S,2R)-2-(3,3-difluorocyclobutyl)cyclopropyl)imidazo[1,2-b]pyridazin-6-yl)pyrimidine-2,4(1H,3H)-dione